N-glycidyl-N-allylamine C(C1CO1)NCC=C